BrC1=CC2=C(CCO2)C=C1N 6-bromo-2,3-dihydrobenzofuran-5-amine